(4-bromo-2-(6-azaspiro[2.5]oct-6-yl)phenyl)-3-(2-(4,4-difluoropiperidin-1-yl)-6-methylpyrimidin-4-yl)isothiazole BrC1=CC(=C(C=C1)C=1C(=NSC1)C1=NC(=NC(=C1)C)N1CCC(CC1)(F)F)N1CCC2(CC2)CC1